C(C1=CC=CC=C1)NC1CCC(CC1)(C=O)F 4-(benzylamino)-1-fluorocyclohexane-1-carbaldehyde